C(CCCCCCCC=CCCCCCCCC)C(C(=O)O)C(=O)O.C(CC(=O)O)(=O)OCCCCCCCC\C=C/CCCCCCCC mono-oleyl malonate (mono-9-octadecenyl malonate)